Cl.C(C1=CC=NC=C1)(=O)NNC(C1=NC=CC=C1CCCCC)=O N'-isonicotinoyl-3-pentylpicolinohydrazide hydrogen chloride